(2-(Methylthio)phenyl)methanol CSC1=C(C=CC=C1)CO